C(C)OPC(C(F)(F)F)(F)F (ethoxy)pentafluoroethylphosphine